FC(C(=O)O)(F)F.O[C@@H]1C[C@H](N(C1)C([C@H](C(C)C)C1=CC(=NO1)N(C1CCNCC1)C)=O)C(=O)N[C@@H](C)C1=CC=C(C=C1)C1=C(N=CS1)C (2S,4R)-4-hydroxy-1-((R)-3-methyl-2-(3-(methyl(piperidin-4-yl)amino)isoxazol-5-yl)butanoyl)-N-((S)-1-(4-(4-methylthiazol-5-yl)phenyl)ethyl)pyrrolidine-2-carboxamide trifluoroacetate